3-(4-(trifluoromethoxy)phenyl)-4,5-dihydroisoxazole-5-carboxamide FC(OC1=CC=C(C=C1)C1=NOC(C1)C(=O)N)(F)F